2H-pyran-2,3,5-Tri-yl triacetate C(C)(=O)OC1OC=C(C=C1OC(C)=O)OC(C)=O